CC1=C(CSC2=C(N=NN2)C(=O)O)C=CC(=C1)C 5-((2,4-dimethylbenzyl)thio)-1H-1,2,3-triazole-4-carboxylic acid